5-((4-Bromo-6-fluoro-1H-indol-5-yl)oxy)-2-fluoroaniline BrC1=C2C=CNC2=CC(=C1OC=1C=CC(=C(N)C1)F)F